COC=1C=C(C=CC1OC)C1=CN=C2N1N=C(C=C2)NCCOC 3-(3,4-dimethoxy-phenyl)-N-(2-methoxyethyl)imidazo[1,2-b]pyridazin-6-amine